octaneol C(CCCCCCC)O